C(C)OC=1N(N=C2N=CC(=CC21)C(=O)NC=2N=NC(=CC2)N2CCNCC2)C ethoxy-2-methyl-N-(6-(piperazin-1-yl)pyridazin-3-yl)-2H-pyrazolo[3,4-b]pyridine-5-carboxamide